CC(CC1NCC=2C=CC(=NC2C1)S(=O)(=O)O)C 7-(2-methylpropyl)-5,6,7,8-tetrahydro-1,6-naphthyridine-2-sulfonic acid